BrC1=CC=2C(C3=CC=CC=C3C2C=C1)(CC1=CC=C(C=C1)C=C)C1=CC=CC=C1 2-bromo-9-phenyl-9-(4-vinylbenzyl)-9H-fluorene